6-furfuryladenine C(C1=CC=CO1)C1(C2=NC=NC2=NC=N1)N